COC=1C=C2C(C=C(OC2=CC1)CCC1=CC=CC=C1)=O 6-methoxy-2-(2-phenylethyl)chromone